BrC=1C=C(C=CC1)C1=NN(C=C1OC)C 3-(3-bromophenyl)-4-methoxy-1-methyl-1H-pyrazole